C(C)(=O)OC/C=C\1/OC(OC1)=O (E)-2-(2-oxo-1,3-dioxolan-4-ylidene)ethyl acetate